N[C@H]1[C@@H](C1)C1=CC=C(C=C1)N(C(C(CC1=CC=CC=C1)NC(OCC1=CC=CC=C1)=O)=O)C trans-benzyl 1-((4-(2-aminocyclopropyl)phenyl)(methyl)amino)-1-oxo-3-phenylpropan-2-ylcarbamate